COC(=O)C1=COC=C1 Furan-3-carboxylic acid methyl ester